7-chloro-1,2,3,4-tetrahydronaphthalene-1-carboxylic acid methyl ester COC(=O)C1CCCC2=CC=C(C=C12)Cl